BrC=1SC(=C2C1OC(CN2)(F)F)C(=O)OC methyl 7-bromo-2,2-difluoro-3,4-dihydrothieno[3,4-b][1,4]oxazine-5-carboxylate